propynyl acrylate C(C=C)(=O)OC#CC